glycerol tri(ricinoleate) C(CCCCCCC\C=C/C[C@H](O)CCCCCC)(=O)OCC(OC(CCCCCCC\C=C/C[C@H](O)CCCCCC)=O)COC(CCCCCCC\C=C/C[C@H](O)CCCCCC)=O